1-(6-(7-methoxy-3-methyl-4-(5-methyl-1H-indazol-4-yl)-2-quinolinyl)-2,6-diazaspiro[3.4]octan-2-yl)-2-propen-1-one COC1=CC=C2C(=C(C(=NC2=C1)N1CC2(CN(C2)C(C=C)=O)CC1)C)C1=C2C=NNC2=CC=C1C